[Cl-].C(C)OC([C@@H](C)[NH3+])=O (2R)-1-ethoxy-1-oxopropan-2-aminium chloride